C(CC(CC)C(=O)[O-])C(=O)[O-] pentane-1,3-dicarboxylate